7,7-dihydroxy-1,3,6,8-tetrabromopyrene OC1(C(C=2C=CC3=C(C=C(C=4C=CC(=C1Br)C2C43)Br)Br)Br)O